N[C@]1(C=2C=NC=NC2CCC1)CC(=O)OC (S)-Methyl 2-(5-amino-5,6,7,8-tetrahydroquinazolin-5-yl)acetate